OC1(C(C(=O)C2=CC=CC=C2)C=CC(=C1)O)[N+](=O)[O-] 2,4-dihydroxy-2-nitrobenzophenone